C(#N)C=1C=NC2=C(C=CN=C2C1O)C 3-cyano-4-hydroxy-8-methyl-1,5-naphthyridine